N=1ON=C2C1C=CC(=C2)COC2=C(CN1CC(C1)C(=O)O)C=C(C(=C2)OCC=2C(=C(C=CC2)C2=CC=CC=C2)Br)Cl 1-(2-(benzo[c][1,2,5]oxadiazol-5-ylmethoxy)-4-((2-bromo-[1,1'-biphenyl]-3-yl)methoxy)-5-chlorobenzyl)azetidine-3-carboxylic acid